C(C)(C)N(C1=CC2=C(C(=N1)CNC)CN(C2)C2=NC(=CC=C2)C2=NN=C1COCC(N12)C)C 6-(isopropyl(methyl)amino)-2-(6-(5-methyl-5,6-dihydro-8H-[1,2,4]triazolo[3,4-c][1,4]oxazin-3-yl)pyridin-2-yl)-4-((methylamino)methyl)-2,3-dihydro-1H-pyrrolo[3,4-c]pyridine